CS(=O)(=O)CC1CC2(CN(C2)C(=O)OC(C)(C)C)C1 tert-butyl 6-(methylsulfonylmethyl)-2-azaspiro[3.3]heptane-2-carboxylate